O1CCN(CC1)C1=NC(=C2C=CC=NC2=C1)OC1CCC(CC1)NC1=NC=C(C=N1)NS(=O)(=O)C N-(2-(((1s,4s)-4-((7-morpholino-1,6-naphthyridin-5-yl)oxy)cyclohexyl)amino)pyrimidin-5-yl)methanesulfonamide